BrCCCCCC=1C=C(C=2[C@H]3[C@H](C(OC2C1)(C)C)CC=C(C3)C)O (6Ar,10aR)-3-(5-bromopentyl)-6,6,9-trimethyl-6a,7,10,10a-tetrahydrobenzo[c]chromen-1-ol